tert-butyl 4-(5-iodo-6-oxo-1,6-dihydropyrimidin-2-yl)-2-azabicyclo[2.1.1]hexane-2-carboxylate IC1=CN=C(NC1=O)C12CN(C(C1)C2)C(=O)OC(C)(C)C